F[C@H]1C[C@H](N2N=C(N=C21)S(=O)(=O)C2COCC2)C2=CC=CC=C2 (5S,7S)-7-fluoro-5-phenyl-2-tetrahydrofurane-3-ylsulfonyl-6,7-dihydro-5H-pyrrolo[1,2-b][1,2,4]triazole